CN[C@@H](C(=O)O)CC1=CC(NC=C1)=O (R)-2-(methylamino)-3-(2-oxo-1,2-dihydropyridin-4-yl)propanoic acid